2-(tert-butyl) 3-methyl (1S,3S,5R)-5-(methoxymethyl)-2-azabicyclo[3.1.0]hexane-2,3-dicarboxylate COC[C@@]12C[C@H](N([C@H]2C1)C(=O)OC(C)(C)C)C(=O)OC